BrC1=C(C=CC=C1)C=1N(C=[N+]2C1C=1NC3=CC=CC=C3C1C=C2)C2=CC=C(C=C2)Cl 1-(2-Bromophenyl)-2-(4-chlorophenyl)-2,11-dihydroimidazo[1',5':1,2]pyrido[3,4-b]indol-4-ium